C1(=CC=CC=2SC3=CC=CC=C3NC12)S(=O)(=O)N phenothiazinesulfonamide